CC1=C(NC2=CC=C(C=C12)C#N)C=1C=C(C=CC1)C 3-methyl-2-(m-tolyl)-1H-indole-5-carbonitrile